C(C)(=O)O[C@@H]1[C@H](O[C@@H]([C@@H]([C@H]1OC(C)=O)OC(C)=O)CCC)COC(C)=O (2R,3R,4R,5S,6R)-2-(acetoxymethyl)-6-propyltetrahydro-2H-pyran-3,4,5-trisyl triacetate